C(C)(C)(C)C1=NOC(=N1)C(=O)N[C@H](C)C1=C(C=C(C=C1)C1=NC=NC=2NC3=CC(=C(C=C3C21)OC)N2CCN(CC2)C(=O)OCC2=CC=CC=C2)C benzyl (R)-4-(4-(4-(1-(3-(tert-butyl)-1,2,4-oxadiazole-5-carboxamido)ethyl)-3-methylphenyl)-6-methoxy-9H-pyrimido[4,5-b]indol-7-yl)piperazine-1-carboxylate